BrC=1C=CC(=NC1F)C(C(=O)OCC)=[N+]=[N-] ethyl 2-(5-bromo-6-fluoropyridin-2-yl)-2-diazoacetate